COC=1C=C2C(=C(C(OC2=CC1)C1=CC=C(C=C1)\C=C/CN1C[C@@H](CC1)C)C1=CC(=CC=C1)OC)C (R)-1-((Z)-3-[4-[6-methoxy-3-(3-methoxyphenyl)-4-methyl-2H-chromen-2-yl]phenyl]allyl)-3-methylpyrrolidine